FC(C=1C=CC=C2C=CC=NC12)(F)F 8-(trifluoromethyl)quinolin